(3R)-3-amino-5-[(4-chlorophenyl)methyl]-7-[5-(5,5-difluoro-1-methyl-3-piperidyl)-1,3,4-oxadiazol-2-yl]-8-fluoro-1,1-dioxo-2,3-dihydro-1λ6,5-benzothiazepin-4-one N[C@H]1CS(C2=C(N(C1=O)CC1=CC=C(C=C1)Cl)C=C(C(=C2)F)C=2OC(=NN2)C2CN(CC(C2)(F)F)C)(=O)=O